3-(difluoromethoxy)-4-[4-(methoxymethylsulfonyl)-3-methyl-phenyl]-1H-pyrazolo[4,3-c]pyridineformic acid FC(OC1(NNC2=C1C(=NC=C2)C2=CC(=C(C=C2)S(=O)(=O)COC)C)C(=O)O)F